C(C)OC(OCC)OCC.BrC=1C(=CC=2C3=C(C(=NC2C1F)Cl)N=CN3C3CCN(CC3)C(=O)OC(C)(C)C)Cl tert-butyl 4-(7-bromo-4,8-dichloro-6-fluoro-1H-imidazo[4,5-c]quinolin-1-yl)piperidine-1-carboxylate Triethylorthoformate